cis-3-(benzimidazol-1-yl)cyclobutanecarboxylic acid N1(C=NC2=C1C=CC=C2)[C@H]2C[C@H](C2)C(=O)O